C(C)(C)(C)OC(=O)N1CCC(CC1)(N1CCNCC1)CC 4-ethyl-4-(piperazin-1-yl)piperidine-1-carboxylic acid tert-butyl ester